1-(2-((2S,4R)-2-(2-chloropyridin-3-ylcarbamoyl)-4-fluoropyrrolidin-1-yl)-2-oxoethyl)-5-(pyridazin-4-yl)-1H-indazole-3-carboxamide ClC1=NC=CC=C1NC(=O)[C@H]1N(C[C@@H](C1)F)C(CN1N=C(C2=CC(=CC=C12)C1=CN=NC=C1)C(=O)N)=O